(R)-2-amino-N-(1-(6-ethynyl-1-methyl-2,5-dioxo-4-phenyl-1,2,4,5-tetrahydropyrrolo[4,3,2-de]isoquinolin-3-yl)ethyl)pyrazolo[1,5-a]pyrimidine-3-carboxamide NC1=NN2C(N=CC=C2)=C1C(=O)N[C@H](C)C=1N(C(C=2C(=CC=C3C2C1C(N3C)=O)C#C)=O)C3=CC=CC=C3